N[C@@H](CCC#N)C1=CC(=CC=C1)N(C)C (S)-4-amino-4-(3-(dimethylamino)phenyl)butanenitrile